C(C)C(COC(C(=C)C)=O)CC 2-ethylbutylmethacrylat